FC=1C(=CC2=C(OC3(CC3)C(N2[C@@H](C(=O)OC)C)=O)C1)C1=C(C(=C(C(=C1F)F)F)F)F methyl (R)-2-(7-fluoro-3-oxo-6-(perfluorophenyl)spiro[benzo[b][1,4]oxazine-2,1'-cyclopropan]-4(3H)-yl)propanoate